C1(=CC=CC=C1)N benzeneAmine